CN1C2=CC=CC=C2N(C=2C=CC=CC12)C1=C(C(=C(C(=C1C1=CC=CC=C1)N1C=2C=CC=CC2N(C2=CC=CC=C12)C)C1=CC=CC=C1)C1=CC(=CC=C1)C=1OC2=C(N1)C=CC=C2)C2=CC=CC=C2 2-(3',5'-bis(10-methylphenazin-5(10H)-yl)-4',6'-diphenyl-[1,1':2',1''-terphenyl]-3-yl)benzo[d]oxazole